FC(N1N=CC=C1CN1[C@@H](CCN2C1=NC(=C(C2=O)F)N2[C@@H](COCC2)C)C(F)(F)F)F (S)-9-(2-Difluoromethyl-2H-pyrazol-3-ylmethyl)-3-fluoro-2-((R)-3-methyl-morpholin-4-yl)-8-trifluoromethyl-6,7,8,9-tetrahydro-pyrimido[1,2-a]-pyrimidin-4-one